C(OC(C)(C#CC1=CC=C(C=C1)C)C)(OCC)=O (2-methyl-4-(p-tolyl) but-3-yn-2-yl) ethyl carbonate